ClC=1C=C(C=CC1OCCCS(=O)(=O)C)C1=CN=C(O1)CSC1=NC(=CC(=N1)N)C 2-[({5-[3-Chloro-4-(3-methansulfonylpropoxy)phenyl]-1,3-oxazol-2-yl}methyl)sulfanyl]-6-methylpyrimidin-4-amin